ClC=1C=C2CCN(CC2=C(C1)[C@H]1N(CCC1)C(=O)[O-])C1=NC=NC=C1 (S)-2-(6-Chloro-2-(pyrimidin-4-yl)-1,2,3,4-tetrahydroisoquinolin-8-yl)pyrrolidine-1-carboxylate